ClC=1C=C(OC2=CC(=C(C=C2)NC(OCC=2C(=C3C(N(CC3=CC2)C2C(NC(CC2)=O)=O)=O)OC)=O)OC)C=CC1F [2-(2,6-dioxopiperidin-3-yl)-4-methoxy-3-oxo-2,3-dihydro-1H-isoindol-5-yl]methyl N-[4-(3-chloro-4-fluorophenoxy)-2-methoxyphenyl]carbamate